1-(4-(1-(3-fluorophenyl)azetidin-3-yl)-2,6-dimethylbenzyl)piperidine-4-carboxylic acid FC=1C=C(C=CC1)N1CC(C1)C1=CC(=C(CN2CCC(CC2)C(=O)O)C(=C1)C)C